Cl.Cl.NCCC1=CNC=N1 histamine, dihydrochloride